N-(4-methylbenzyl)-3-(3,4,5-trimethoxyphenyl)-1H-pyrazole-5-carboxamide CC1=CC=C(CNC(=O)C2=CC(=NN2)C2=CC(=C(C(=C2)OC)OC)OC)C=C1